C(CCC)N(CCNC(O[C@H]1[C@H](NC[C@@H]1O)CC1=CC=C(C=C1)OC)=O)CCCC (2R,3S,4S)-4-hydroxy-2-[(4-methoxyphenyl)methyl]pyrrolidin-3-yl N-[2-(dibutylamino)ethyl]carbamate